tert-butyl (1-(8-iodo-[1,2,4]triazolo[4,3-c]pyrimidin-5-yl)-4-methylpiperidine-4-yl)carbamate IC=1C=2N(C(=NC1)N1CCC(CC1)(C)NC(OC(C)(C)C)=O)C=NN2